2-[(6-chloro-2-methyl-1,3-benzothiazol-5-yl)methyl]-4,4-dimethyl-isoxazolidin-3-one ClC1=CC2=C(N=C(S2)C)C=C1CN1OCC(C1=O)(C)C